tert-butyl 3-(2-chloropyridin-4-yl)-2,5-dihydro-1H-pyrrole-1-carboxylate ClC1=NC=CC(=C1)C=1CN(CC1)C(=O)OC(C)(C)C